N1C(C=CC2=CN=CC=C12)=O 1,6-naphthyridinone